tetrapentyl-phosphorus bromide C(CCCC)P(CCCCC)(CCCCC)(CCCCC)Br